Ethyl 4-formyl-5-hydroxy-7-methoxy-2,3-dihydro-1H-indene-2-carboxylate C(=O)C1=C2CC(CC2=C(C=C1O)OC)C(=O)OCC